NC=1C(=C(C=C2C=C(N=CC12)NC1=NN2CC(NCCC2=C1)=O)C=1C(=C2C(=NC1)OCCC2)C)F 2-((8-amino-7-fluoro-6-(5-methyl-3,4-dihydro-2H-pyrano[2,3-b]pyridin-6-yl)isoquinolin-3-yl)amino)-5,6-dihydro-4H-pyrazolo[1,5-d][1,4]diazepin-7(8H)-one